2-(2,6-dioxopiperidin-3-yl)-4-fluoro-1-oxoisoindoline O=C1NC(CCC1N1C(C2=CC=CC(=C2C1)F)=O)=O